N-(3-(2-amino-5-(3-fluoro-4-((4-methylpyrimidin-2-yl)oxy)phenyl)pyrimidin-4-yl)phenyl)acryloylamide NC1=NC=C(C(=N1)C=1C=C(C=CC1)C=CC(=O)[NH-])C1=CC(=C(C=C1)OC1=NC=CC(=N1)C)F